6-((4-((6-((dimethylamino)methyl)pyridin-3-yl)methoxy)-3-methoxyphenyl)amino)-3-morpholinoquinoxaline-5-carbonitrile CN(C)CC1=CC=C(C=N1)COC1=C(C=C(C=C1)NC1=C(C=2N=C(C=NC2C=C1)N1CCOCC1)C#N)OC